CC1N(CC(NC1)C)C1=CC=CC(=N1)C1=NC2=CC(=NC=C2C=C1)CNC(C1=CC(=C(C=C1)C)S(=O)(=O)C)=O N-((2-(6-(2,5-dimethylpiperazin-1-yl)pyridin-2-yl)-1,6-naphthyridin-7-yl)methyl)-4-methyl-3-(methylsulfonyl)benzamide